N4,N4-diethyl-1H-indazole-4,7-dicarboxamide C(C)N(C(=O)C=1C=2C=NNC2C(=CC1)C(=O)N)CC